2-(nitrophenyl)butyric acid [N+](=O)([O-])C1=C(C=CC=C1)C(C(=O)O)CC